7-(2-methylphenyl)-3,7-dihydro-4H-pyrrolo[2,3-d]pyrimidin-4-one CC1=C(C=CC=C1)N1C=CC2=C1N=CNC2=O